6-fluoropyridinecarbonitrile FC1=CC=CC(=N1)C#N